4-(6-Cyclobutoxy-pyridin-2-yl)-phenylamine C1(CCC1)OC1=CC=CC(=N1)C1=CC=C(C=C1)N